N1(C=NC=C1)C=1C=C(CN(C2=CC(=CC=C2)OCCOC2=CC(=CC=C2)N(C)C)CC2=CC(=CC=C2)OC)C=CC1 N-(3-(1H-imidazol-1-yl)benzyl)-3-(2-(3-(dimethylamino)phenoxy)ethoxy)-N-(3-methoxybenzyl)aniline